OC/C=C/C(=O)N1CC(C1)C1=NN(C2=NC=CC(=C21)C)C2=CC=C(C=C2)OC(F)(F)F (E)-4-hydroxy-1-[3-[4-methyl-1-[4-(trifluoromethoxy)phenyl]pyrazolo[3,4-b]pyridin-3-yl]azetidin-1-yl]but-2-en-1-one